C(C)OC(=O)C=1C(C=2C=C(C=NC2N(C1)CC1(CC1)O)B(O)O)=O (6-(ethoxycarbonyl)-8-((1-hydroxycyclopropyl)methyl)-5-oxo-5,8-dihydro-1,8-naphthyridin-3-yl)boronic acid